ClC1=C(C=CC=C1)[C@@H]1N(CC2=CC=CC=C12)C1=C(C(=O)N[C@H](C)\C=C\S(=O)(=O)C)C=CC=C1 ((R)-1-(2-Chlorophenyl)isoindolin-2-yl)-N-((R,E)-4-(methylsulfonyl)but-3-en-2-yl)benzamide